N-dichlorophosphoryl-oxazolidine-2,4-dione ClP(=O)(Cl)N1C(OCC1=O)=O